N1C=C(C=CC1)C(=O)N 1,6-dihydro-pyridine-3-carboxamide